N-(1-cyclopropyl-2-(2,2,2-trifluoroethyl)-1H-benzo[d]imidazol-4-yl)-4-((2-hydroxyethyl)sulfonamido)-2-(6-azaspiro[2.5]octan-6-yl)benzamide C1(CC1)N1C(=NC2=C1C=CC=C2NC(C2=C(C=C(C=C2)NS(=O)(=O)CCO)N2CCC1(CC1)CC2)=O)CC(F)(F)F